ClC1=NC(=CC=C1C=O)Cl 2,6-dichloro-3-pyridinecarbaldehyde